2-(2-chlorophenyl)-N-(4-((4-fluoro-3-methoxyphenoxy)methyl)-3-sulfamoylphenyl)acetamide ClC1=C(C=CC=C1)CC(=O)NC1=CC(=C(C=C1)COC1=CC(=C(C=C1)F)OC)S(N)(=O)=O